(S)-5-((3,4-difluorophenyl)carbamoyl)-6-methyl-4,5,6,7-tetrahydropyrazolo[1,5-a]pyrazine-3-carboxylic acid methyl ester COC(=O)C=1C=NN2C1CN([C@H](C2)C)C(NC2=CC(=C(C=C2)F)F)=O